N-(1-adamantylmethyl)-6-piperazine-1-yl-pyridazine-3-carboxamide C12(CC3CC(CC(C1)C3)C2)CNC(=O)C=2N=NC(=CC2)N2CCNCC2